3-[[2-[3-(1,1-dimethylethyl)-2-hydroxy-5-(3-hydroxypropoxy)phenyl]-2H-benzotriazol-5-yl]thio]-1,2-propanediol CC(C)(C)C=1C(=C(C=C(C1)OCCCO)N1N=C2C(=N1)C=CC(=C2)SCC(CO)O)O